ClC=1C=C2C=NN(C2=CC1N1CCN(CC1)C1(CSCC1)C#N)C=1C=NN(C1)C1CC1 3-(4-(5-chloro-1-(1-cyclopropyl-1H-pyrazol-4-yl)-1H-indazol-6-yl)piperazin-1-yl)tetrahydrothiophene-3-carbonitrile